(S)-tert-Butyl 4-(4-benzyl-2-oxooxazolidin-3-yl)-4-oxobutanoate C(C1=CC=CC=C1)[C@@H]1N(C(OC1)=O)C(CCC(=O)OC(C)(C)C)=O